(cyclohexylamino)-1H-imidazol-5-one C1(CCCCC1)NN1CN=CC1=O